3,5-dichloro-4-((2-(5-chloropyridin-2-yl)-4-methylquinolin-6-yl)oxy)benzene ClC=1C=CC=C(C1OC=1C=C2C(=CC(=NC2=CC1)C1=NC=C(C=C1)Cl)C)Cl